gallium gadoleate C(CCCCCCC\C=C/CCCCCCCCCC)(=O)[O-].[Ga+3].C(CCCCCCC\C=C/CCCCCCCCCC)(=O)[O-].C(CCCCCCC\C=C/CCCCCCCCCC)(=O)[O-]